ClC=1C=NC(=C(C(=O)NC2CCC(CC2)CN2C(N(C3=C2C=CC=C3)C=3C=C2C(=NC3)N=C(O2)C)=O)C1)C 5-chloro-2-methyl-N-((1r,4r)-4-((3-(2-methyloxazolo[4,5-b]pyridin-6-yl)-2-oxo-2,3-di-hydro-1H-benzo[d]imidazol-1-yl)methyl)cyclohexyl)nicotinamide